5-(2-ethynylphenyl)pyrimidine-4-carboxylic acid C(#C)C1=C(C=CC=C1)C=1C(=NC=NC1)C(=O)O